C(#N)C=1C=C(C=CC1)C=1C=C(C=CC1OCOC)CCNC(OC(C)(C)C)=O Tert-Butyl N-[2-[3-(3-cyanophenyl)-4-(methoxymethoxy)phenyl]ethyl]carbamate